ClC=1C=C(C=CC1F)NC(N(CC1=CN=CS1)C(C)C1=CNC(C2=CC=CC=C12)=O)=O 3-(3-Chloro-4-fluorophenyl)-1-(1-(1-oxo-1,2-dihydroisoquinolin-4-yl)ethyl)-1-(thiazol-5-ylmethyl)urea